(Sa)-2-(6-(5-chloro-1-((2-(3-Fluoro-5-methoxyphenyl)pyrimidin-5-yl)methyl)-1H-indazole-7-carboxamido)spiro[3.3]heptane-2-yl)ethyl acetate C(C)(=O)OCCC1CC2(C1)CC(C2)NC(=O)C=2C=C(C=C1C=NN(C21)CC=2C=NC(=NC2)C2=CC(=CC(=C2)OC)F)Cl